(6-(4-hydroxybut-1-yn-1-yl)pyrazin-2-yl)piperidine-4-carboxylic acid ethyl ester C(C)OC(=O)C1CCN(CC1)C1=NC(=CN=C1)C#CCCO